C(CCCCCCC)C(N(CCCCCCCC)C)[C@H](O)[C@@H](O)[C@H](O)[C@H](O)CO n-octyl-(N-methyl-N-octyl-glucamine)